tert-butyl 2-(4-cyclobutyl-2-(2-isopropylphenyl)piperazin-1-yl)-7-azaspiro[3.5]nonane-7-carboxylate C1(CCC1)N1CC(N(CC1)C1CC2(C1)CCN(CC2)C(=O)OC(C)(C)C)C2=C(C=CC=C2)C(C)C